5-cyclopropyl-2-[4-[[(1s,3s)-3-hydroxycyclohexyl]amino]pyrido[3,4-d]pyridazin-1-yl]phenol C1(CC1)C=1C=CC(=C(C1)O)C1=C2C(=C(N=N1)N[C@@H]1C[C@H](CCC1)O)C=NC=C2